NC1=C(C=C(C=C1)N1N=C(C=C1)C(=O)OC)F methyl 1-(4-amino-3-fluorophenyl)-1H-pyrazole-3-carboxylate